C(C)(C)(C)NC(NC1=CC2=C(N(C([C@H](O2)C)=O)CC2=C(C=CC(=C2)Cl)F)C=C1C#N)=O 3-tert-butyl-1-[(2R)-4-[(5-chloro-2-fluorophenyl)methyl]-6-cyano-2-methyl-3-oxo-2H-1,4-benzoxazin-7-yl]urea